1-[2-(4-Acryloylpiperazin-1-yl)propyl]-4-methyl-5-({2-[6-(2,2,2-trifluoroethyl)quinazolin-4-yl]-2,7-diazaspiro[3.5]non-7-yl}methyl)-1H-indole-2-carbonitrile C(C=C)(=O)N1CCN(CC1)C(CN1C(=CC2=C(C(=CC=C12)CN1CCC2(CN(C2)C2=NC=NC3=CC=C(C=C23)CC(F)(F)F)CC1)C)C#N)C